Cl.C(C)(=O)C1=NN(C2=CC=C(C=C12)NC(=O)N(C1CCN(CC1)C)C)CC(=O)N(C1CC1)CC(=O)NCC1=C(C(=CC=C1)Cl)F 2-(3-acetyl-5-(3-methyl-3-(1-methylpiperidin-4-yl)ureido)-1H-indazol-1-yl)-N-(2-(3-chloro-2-fluorophenylmethylamino)-2-oxoethyl)-N-cyclopropylacetamide hydrochloride